C1=NC=CC=2C3=CC=CC=C3N(C12)C1=CC=C(C=C1)B(O)O (4-(2-azacarbazol-9-yl)phenyl)boronic acid